tert-butyl (3-(chlorocarbonyl)-5-methoxybenzyl)carbamate ClC(=O)C=1C=C(CNC(OC(C)(C)C)=O)C=C(C1)OC